(2s,4s)-2-(4-(1H-pyrrolo[2,3-b]pyridin-2-yl)piperidine-1-carbonyl)-7-oxa-5-azaspiro[3.4]octan-6-one N1C(=CC=2C1=NC=CC2)C2CCN(CC2)C(=O)C2CC1(C2)NC(OC1)=O